2-(7-fluorobenzofuran-5-yl)-N-methoxy-n-methylacetamide FC1=CC(=CC=2C=COC21)CC(=O)N(C)OC